(2-methylpyrrolidin-1-yl)methanon CC1N(CCC1)C=O